butyl 4-{[1-(4-bromophenyl)piperidin-4-yl]methyl}piperazine-1-carboxylate BrC1=CC=C(C=C1)N1CCC(CC1)CN1CCN(CC1)C(=O)OCCCC